N1N=C(C=C1)C1=CC=C(C=O)C=C1 4-(1H-PYRAZOL-3-YL)BENZALDEHYDE